ClC1=CC=C2C=CN=C(C2=C1)NC1=CC(=NC=C1)C(=O)NCC1=CC2=C(OCCCO2)C=C1 4-((7-chloroisoquinolin-1-yl)amino)-N-((3,4-dihydro-2H-benzo[b][1,4]dioxepin-7-yl)methyl)picolinamide